6-(4-(5-(cyclopropyl((1S,2S,3R,5R)-2-fluoro-8-azabicyclo[3.2.1]octan-3-yl)amino)pyrazin-2-yl)-3-hydroxyphenyl)-3-methylpyrimidin-4(3H)-one C1(CC1)N(C=1N=CC(=NC1)C1=C(C=C(C=C1)C1=CC(N(C=N1)C)=O)O)[C@H]1[C@H]([C@@H]2CC[C@H](C1)N2)F